FC(C1=CC2=CC=CC=C2C=C1B(O)O)(F)F 2-(TRIFLUOROMETHYL)NAPHTHALENE-3-BORONIC ACID